6-chloropyrido[2,3-b]pyrazin-3(4H)-one ClC=1C=CC2=C(NC(C=N2)=O)N1